C(C)[C@]1(C(OCC=2C(N3CC=4C(=NC=5C=C6C(=CC5C4)OCO6)C3=CC21)=O)=O)N[C@@H](C(C)C)C(=O)O.FC(C(=O)O)(F)F Trifluoroacetic acid (7S)-7-ethyl-8,11-dioxo-7,8,11,13-tetrahydro-2H,10H-[1,3]dioxolo[4,5-g]pyrano[3',4':6,7]indolizino[1,2-b]quinolin-7-yl-L-valinate